N1(CCCCC1)CCCCNC(=S)OC(COCCCCCCCC(=O)[O-])C(COCCCCCCCC(=O)[O-])OC(NCCCCN1CCCCC1)=S 8,8'-((2,3-bis(((4-(piperidin-1-yl)butyl)carbamothioyl)oxy)butane-1,4-diyl)bis(oxy))dioctanoate